C1(CC1)C1=C(C(=NO1)C1=C(C=CC=C1Cl)Cl)CO[C@H]1[C@@H]2C(N([C@H](C1)C2)C2=CC=C(C(=O)O)C=C2)=O 4-((1S,4R,5R)-5-((5-cyclopropyl-3-(2,6-dichlorophenyl)isoxazol-4-yl)methoxy)-3-oxo-2-azabicyclo[2.2.1]heptan-2-yl)benzoic acid